L-leucyl-L-isoleucine N[C@@H](CC(C)C)C(=O)N[C@@H]([C@@H](C)CC)C(=O)O